6-(2-(methylsulfonyl)pyrimidin-5-yl)hex-5-ylamide CS(=O)(=O)C1=NC=C(C=N1)CC(CCCC)[NH-]